ClC=1C=C(C=CC1)C=1[Se][C@H](CC(N1)=O)C1=CC=CC=C1 (R)-2-(3-Chlorophenyl)-6-phenyl-5,6-dihydro-4H-1,3-selenazin-4-one